FC=1C=C2/C(/C(NC2=CC1)=O)=C/1\CCC2=C1NC(=C2C(=O)N[C@@H](CN2CCN(CC2)C(=O)OC(C)(C)C)C)C tert-butyl (R,Z)-4-(2-(6-(5-fluoro-2-oxoindolin-3-ylidene)-2-methyl-1,4,5,6-tetrahydrocyclopenta[b]pyrrole-3-carboxamido)propyl)piperazine-1-carboxylate